NC1=C(N=CC(=N1)N1CCC2(CC1)[C@@H](C1=CC=CC=C1C2)N)SC2=C(C(=CC=C2)N)Cl (S)-1'-(6-amino-5-((3-amino-2-chlorophenyl)thio)pyrazin-2-yl)-1,3-dihydrospiro[indene-2,4'-piperidin]-1-amine